3-(propionyloxy(imino))butane-2-one C(CC)(=O)ON=C(C(C)=O)C